bis-(n-propylcyclopentadienyl)-hafnium C(CC)C1(C=CC=C1)[Hf]C1(C=CC=C1)CCC